ClC1=CC=2C3=C(C=NC2C=C1)N=C(N3[C@H]3C[C@H](OCC3)C)CC3=NOC(=N3)C(Cl)(Cl)Cl 3-((8-Chloro-1-((2r,4r)-2-methyltetrahydro-2H-pyran-4-yl)-1H-imidazo[4,5-c]quinolin-2-yl)methyl)-5-(trichloromethyl)-1,2,4-oxadiazole